C(C)(=O)C=1C=C(C=C2C(N(C(=NC12)[C@H]1COCC1)C1CC1)=O)F (S)-8-acetyl-3-cyclopropyl-6-fluoro-2-(tetrahydrofuran-3-yl)quinazolin-4(3H)-one